(1-hydroxyethyl)piperidine-1-carboxylic acid tert-butyl ester C(C)(C)(C)OC(=O)N1C(CCCC1)C(C)O